(-)-p-menthyl chloride C1(CC(C(CC1)C(C)C)Cl)C